4-chloro-2-(3-pyridinyl)indazole ClC=1C2=CN(N=C2C=CC1)C=1C=NC=CC1